ClC=1C(=NC(=CC1)C)C(=O)NC1(CCN(CC1)C1=NC=C(N=C1)C=1C=2N(C=C(C1)OCC(C)(C)O)N=CC2C#N)C 3-chloro-N-(1-(5-(3-cyano-6-(2-hydroxy-2-methylpropoxy)pyrazolo[1,5-a]pyridin-4-yl)pyrazin-2-yl)-4-methylpiperidin-4-yl)-6-methylpicolinamide